[K+].C(CCC)SP(=S)(OCCCC)[O-] dibutyldithiophosphate potassium salt